FC1=CC=C(C=C1)C1=C(C=CC=C1)[N+](=O)[O-] 4'-fluoro-2-nitrobiphenyl